tert-Butyl 4-(3'-(((di-tert-butoxyphosphoryl)oxy)methyl)-5'-(4-(4-(trifluoromethyl)phenyl)-1H-1,2,3-triazol-1-yl)-[1,1'-biphenyl]-4-yl)piperidine-1-carboxylate C(C)(C)(C)OP(=O)(OC(C)(C)C)OCC=1C=C(C=C(C1)N1N=NC(=C1)C1=CC=C(C=C1)C(F)(F)F)C1=CC=C(C=C1)C1CCN(CC1)C(=O)OC(C)(C)C